C1(CC1)C=1C=CC(=NC1F)[C@@H](NC(=O)[C@H]1N(C[C@@H](C1)F)C(CN1N=NN=C1C(F)F)=O)C1=CC=C(C=C1)F |o1:10| (2S,4R)-N-[(S) or (R)-(5-cyclopropyl-6-fluoropyridin-2-yl)(4-fluorophenyl)methyl]-1-{2-[5-(difluoromethyl)-1H-1,2,3,4-tetrazol-1-yl]acetyl}-4-fluoropyrrolidine-2-carboxamide